(Z)-2-benzoyl-3-ethoxyacrylic acid ethyl ester C(C)OC(\C(=C/OCC)\C(C1=CC=CC=C1)=O)=O